COC1=CC=C(C=C1)C=1C=C2C=CC(=CC2=CC1)C(=O)O 6-(4-methoxyphenyl)-2-naphthoic acid